Br.N[C@@H](CC1=CNC=N1)C(=O)NC(CCS(=O)(=O)O)([2H])[2H] 3-((L-histidyl)amino)-3,3-dideutero-1-propanesulfonic acid hydrobromide